ClC1=C(C2=C(NC(O[C@@]23CN(CCC3)C(=O)C=3C=NN(C3)CC3=C(C=CC(=C3)Cl)OC)=O)C=C1)F (R)-6-Chloro-1'-(1-(5-chloro-2-methoxybenzyl)-1H-pyrazole-4-carbonyl)-5-fluorospiro[benzo[d][1,3]oxazine-4,3'-piperidin]-2(1H)-one